2-(4-(2-(dimethylamino)ethyl)piperazin-1-yl)-6-(3,5-dimethylisoxazol-4-yl)-N-(2-fluorobenzyl)quinazolin-4-amine CN(CCN1CCN(CC1)C1=NC2=CC=C(C=C2C(=N1)NCC1=C(C=CC=C1)F)C=1C(=NOC1C)C)C